2-(hydroxymethyl)propane-1,3-diyl dioleate C(CCCCCCC\C=C/CCCCCCCC)(=O)OCC(COC(CCCCCCC\C=C/CCCCCCCC)=O)CO